(R)-[1,1-Biphenyl]-4-yl-(hydroxy)phenylacetic acid C1(=CC=C(C=C1)[C@@](C(=O)O)(C1=CC=CC=C1)O)C1=CC=CC=C1